C(C1=CC=CC=C1)SC=1C(=NC(=CC1)Cl)F 3-(benzylthio)-6-chloro-2-fluoropyridine